5-bromo-2-chloro-4-(3-nitrophenoxy)pyridine BrC=1C(=CC(=NC1)Cl)OC1=CC(=CC=C1)[N+](=O)[O-]